ethyl (E)-3-(2-chloro-4-(methoxymethoxy)-6-(4,4,5,5-tetramethyl-1,3,2-dioxaborolan-2-yl)phenyl)acrylate ClC1=C(C(=CC(=C1)OCOC)B1OC(C(O1)(C)C)(C)C)/C=C/C(=O)OCC